trifluoro-1,4-benzoquinone FC=1C(C(=C(C(C1)=O)F)F)=O